(2r,5s)-4-(7-(4-cyanopyridin-2-yl)-5-(trifluoromethoxy)-7H-pyrrolo[2,3-d]pyrimidin-4-yl)-2,5-dimethylpiperazine-1-carboxylic acid tert-butyl ester C(C)(C)(C)OC(=O)N1[C@@H](CN([C@H](C1)C)C=1C2=C(N=CN1)N(C=C2OC(F)(F)F)C2=NC=CC(=C2)C#N)C